CC(CN1CCCCC1)N(C(CC)=O)C1=NC=CC=C1 N-(1-methyl-2-piperidinoethyl)-N-(2-pyridyl)propionamide